C1(CC1)CC=1C2=C(S(C1)=O)C(=CC=C2)N[C@@H]2[C@H](CN(CC2)C)F 3-(cyclopropylmethyl)-7-(((3S,4S)-3-fluoro-1-methylpiperidin-4-yl)amino)-1-oxidobenzo[b]thiophen